COC1=NC=2C3=C(C=CC2C=N1)N=NN3[C@H](CO[Si](C(C)C)(C(C)C)C(C)C)C (S)-8-methoxy-1-(1-((triisopropylsilyl)oxy)propan-2-yl)-1H-[1,2,3]triazolo[4,5-h]quinazoline